N(=[N+]=[N-])C([C@H](N)C(=O)O)C β-azidohomoalanine